COC=1C=C2C=CC(=CC2=CC1OC)C(=O)Cl 6,7-dimethoxy-2-naphthoyl chloride